N-cyclopropyl-2-phenylacetamide C1(CC1)NC(CC1=CC=CC=C1)=O